NC1=CC(=NC=C1NC1CCOCC1)C#N 4-amino-5-((tetrahydro-2H-pyran-4-yl)amino)cyanopyridine